P(O[C@H]1O[C@H]([C@]([C@@H]1O)(C)F)N1C(NC(C=C1)=O)=O)(O[C@H](COCC1=C(C=CC=C1)C)CC1=C(C=CC=C1)C)(=O)N ((2R,3R,4R,5R)-5-(2,4-dioxo-3,4-dihydropyrimidin-1(2H)-yl)-4-fluoro-3-hydroxy-4-methyltetrahydrofuran-2-yl) methyl-phenyl-((S)-1-(2-methylbenzyloxy) propan-2-yl) phosphoramidate